n-propyl(methyl)ethoxysilane C(CC)[SiH](OCC)C